CC1=C(OC=2C=C3C4(C(N(C3=CC2)C2OCCCC2)=O)CC4)C(=CC(=C1)[N+](=O)[O-])C 5'-(2,6-dimethyl-4-nitrophenoxy)-1'-(oxan-2-yl)spiro[cyclopropane-1,3'-indol]-2'-one